ClC1=C(C=C2C=C(N=CC2=C1)NC(=O)[C@@H]1[C@@H](C1)C)C1CCN(CC1)C1COC1 (1S,2R)-N-(7-chloro-6-(1-(oxetan-3-yl)piperidin-4-yl)isoquinolin-3-yl)-2-methylcyclopropane-1-carboxamide